N-[4-chloro-6-[2-chloro-3-(4-methylpiperazin-1-yl)phenoxy]-5-(1,1,2,2,2-pentafluoroethyl)pyrimidin-2-yl]-1-methyl-pyrazole-4-sulfonamide ClC1=NC(=NC(=C1C(C(F)(F)F)(F)F)OC1=C(C(=CC=C1)N1CCN(CC1)C)Cl)NS(=O)(=O)C=1C=NN(C1)C